2-(dimethylaminomethyl)-4-(2-aminoethylsulfanylmethyl)thiazole CN(C)CC=1SC=C(N1)CSCCN